BrC1=C(C=C2C(=C(C(=NC2=C1F)N1CC(C1)(C)N(C)C)[N+](=O)[O-])N[C@@H]1C[C@H](N(CC1)C(=O)OC(C)(C)C)CC#N)I tert-butyl (2S,4S)-4-((7-bromo-2-(3-(dimethylamino)-3-methylazetidin-1-yl)-8-fluoro-6-iodo-3-nitroquinolin-4-yl)amino)-2-(cyanomethyl)piperidine-1-carboxylate